[S].CCCCCCCCCCCCCCCCCCCC eicosane sulfur